C(C)(C)(C)C1=CC=C(C=C1)[C@@H]1P([C@@H](CC1)C1=CC=C(C=C1)C(C)(C)C)(N(C)C)=O |r| rac-(S,2R,5S)-2,5-bis(4-t-butylphenyl)-1-(dimethylamino)phospholane-1-oxide